CC1=CC=C(C=C1)C(N1C[C@@H](N(C[C@H]1COC)C1=CC(N(C=2C=CC(=NC12)C#N)C)=O)C)C1=CC=C(C=C1)C 8-[(2s,5s)-4-[bis(4-methylphenyl)methyl]-5-(methoxymethyl)-2-methylpiperazin-1-yl]-5-methyl-6-oxo-5,6-dihydro-1,5-naphthyridine-2-carbonitrile